2-(pyridin-2-yldisulfanyl)ethyl (S)-9-hydroxy-8-methoxy-6-oxo-12a,13-dihydro-6H-benzo[5,6][1,4]diazepino[1,2-a]indole-11(12H)-carboxylate OC=1C(=CC2=C(N(C[C@H]3N(C4=CC=CC=C4C3)C2=O)C(=O)OCCSSC2=NC=CC=C2)C1)OC